C(CCC)N(P(C1=C(C=CC=C1)C(F)(F)F)C1=CC(=CC=C1)[Si](CCCC)(CCCC)CCCC)P(C1=C(C=CC=C1)C(F)(F)F)C1=CC(=CC=C1)[Si](CCCC)(CCCC)CCCC N-butyl-1-(3-(tributylsilyl)phenyl)-N-((3-(tributylsilyl)phenyl)(2-(trifluoromethyl)phenyl)phosphaneyl)-1-(2-(trifluoromethyl)phenyl)phosphanamine